3-(tert-butyl)-N-(2-methyl-4-(6-morpholinopyrrolo[2,1-f][1,2,4]triazin-4-yl)benzyl)-1,2,4-oxadiazole-5-carboxamide C(C)(C)(C)C1=NOC(=N1)C(=O)NCC1=C(C=C(C=C1)C1=NC=NN2C1=CC(=C2)N2CCOCC2)C